FC(=C[C@H]1CC(NC1)=O)F |r| racemic-4-(difluorovinyl)-pyrrolidin-2-one